isopropyl (R)-2-(3-((benzyloxy)carbonyl)thioureido)-2-(4-(2-cyclopropyl-2H-1,2,3-triazol-4-yl)phenyl)-5,5,5-trifluoro-4,4-dimethylpentanoate C(C1=CC=CC=C1)OC(=O)NC(N[C@](C(=O)OC(C)C)(CC(C(F)(F)F)(C)C)C1=CC=C(C=C1)C1=NN(N=C1)C1CC1)=S